ethyl-(8E)-8-(3,4-dimethoxyphenyl)imino-6,6-dimethyl-3,4,5,7-tetrahydro-2H-1,4-benzothiazine-3-carboxylic acid C(C)C1SC/2=C(NC1C(=O)O)CC(C\C2=N/C2=CC(=C(C=C2)OC)OC)(C)C